F[P-](F)(F)(F)(F)F.[Ir+3].F[P-](F)(F)(F)(F)F.F[P-](F)(F)(F)(F)F Iridium (III) hexafluorophosphate